C(C)(C)C1=C(C=C(C(=O)O)C=C1)OC 4-Isopropyl-3-methoxybenzoic acid